(S)-1-(3,4-difluorophenyl)-5-(5-(3,5-dimethylisoxazol-4-yl)-1-(trans-(1r,3r)-3-ethoxycyclopentyl)-1H-benzo[d]imidazol-2-yl)pyrrolidin-2-one FC=1C=C(C=CC1F)N1C(CC[C@H]1C1=NC2=C(N1[C@H]1C[C@@H](CC1)OCC)C=CC(=C2)C=2C(=NOC2C)C)=O